[Bi](=O)=O bismuth(IV) oxide